(12S)-6-(benzyloxy)-18-(dimethylphosphoryl)-20-amino-6-(trifluoromethyl)-22-oxa-3,4,16,21-tetraazatetracyclo[15.3.1.12,5.012,16]docosa-1(21),2,4,9,17,19-hexaene C(C1=CC=CC=C1)OC1(C2=NN=C(C=3C(=CC(=C(N4CCC[C@H]4CC=CCC1)N3)P(=O)(C)C)N)O2)C(F)(F)F